tert-butyl (6-(1,1-dioxidothiomorpholino)-5-methoxypyridazin-3-yl)carbamate O=S1(CCN(CC1)C1=C(C=C(N=N1)NC(OC(C)(C)C)=O)OC)=O